N1C=CC(C=2CCCCC12)=O 5,6,7,8-tetrahydroquinolin-4(1H)-one